CC12C(CC(CC1)C(=O)[O-])O2 5-epoxy-2-methylcyclohexanecarboxylate